C1(CCCC1)N1C(C(N(CC1)CC=1N=NC(=CC1)C=1SC=CN1)=O)=O 1-cyclopentyl-4-((6-(thiazol-2-yl)pyridazin-3-yl)methyl)piperazine-2,3-dione